5,10-bis(3-sulfopropyl)phenazine S(=O)(=O)(O)CCCN1C=2C=CC=CC2N(C2=CC=CC=C12)CCCS(=O)(=O)O